CN([C@@H](C)C(=O)[O-])P(=O)(OCCSC(C(C)(C)C)=O)OC[C@@H]1C=C[C@@H](C1)N1C2=NC(=NC(=C2N=C1)OC)N Methyl-((((1S,4R)-4-(2-amino-6-methoxy-9H-purin-9-yl) cyclopent-2-en-1-yl)methoxy) (2-(pivaloylthio)ethoxy)phosphoryl)-L-alaninat